C(CCCCCCCCCCCCCCCCC)OC(O)=O.C(C)(C)(C)C=1C=C(C=C(C1O)C(C)(C)C)C(C(=O)O)C (3,5-di-t-butyl-4-hydroxyphenyl)propanoic acid octadecyl-carbonate